CS(=O)(=O)N1C=C(C=C1)C(=O)N1[C@@H](CCC1)C(=O)NC=1SC=C(N1)C=1C=C(C=CC1)C1=CC(=CC=C1)S(N)(=O)=O (S)-1-(1-(methylsulfonyl)-1H-pyrrole-3-carbonyl)-N-(4-(3'-sulfamoyl-[1,1'-biphenyl]-3-yl)thiazol-2-yl)pyrrolidine-2-carboxamide